tert-butyl 4-[2-[1-(2,6-dioxopiperidin-3-yl)-3-methyl-2-oxo-1,3-benzodiazol-5-yl]ethoxy]piperidine-1-carboxylate O=C1NC(CCC1N1C(N(C2=C1C=CC(=C2)CCOC2CCN(CC2)C(=O)OC(C)(C)C)C)=O)=O